O1C(=CC=C1)C(C(O)C=1OC=CC1)O 1,2-bis(furan-2-yl)ethane-1,2-diol